CC([C@@H](C(=O)OC(C)(C)C)N(C(=O)[C@@H]1CNCC1)C)C tert-butyl (2S)-3-methyl-2-[N-methyl-1-(3S)-pyrrolidin-3-ylformamido]butanoate